4-methylcycloheptane-1,3-diol CC1C(CC(CCC1)O)O